BrCC=1C=CC(=NC1)C(F)(F)F 5-bromomethyl-2-(trifluoromethyl)pyridine